NC1CCN(CC1)C1=NC(=C2N=CN(C2=N1)C(C)C)NCC1=C(C=CC=C1)N1N=C(C=C1)C(=O)OCC ethyl 1-(2-(((2-(4-aminopiperidin-1-yl)-9-isopropyl-9H-purin-6-yl) amino) methyl) phenyl)-1H-pyrazole-3-carboxylate